[K].C1CCC2=C(C=3CCCC3C=C12)NC(=O)NS(=O)(=O)C1CN(C1)CC1COCC1 N-((1,2,3,5,6,7-Hexahydro-s-indacen-4-yl)carbamoyl)-1-((tetrahydrofuran-3-yl)methyl)azetidine-3-sulfonamide, Potassium Salt